4-α-hydroxyisopropylphenyl methyl ketone CC(=O)C1=CC=C(C=C1)C(C)(C)O